CN1CN(CC(CN(CC(C1)C)C)C)C 1,3,5,7,9-pentamethyl-1,3,7-triazacyclodecane